ClC=1C=C(C=C(C1)NCCO)NC(=O)NC1=C(C(=CC=C1)Br)CO 1-[3-chloro-5-(2-hydroxyethylamino)phenyl]-3-(3-bromo-2-hydroxymethylphenyl)urea